C(C)(C)(C)OC(=O)N1CCC(CC1)NC(=O)C1=NC(=CC=C1)N1C=NC=C1 4-[6-(imidazol-1-yl)pyridine-2-amido]piperidine-1-carboxylic acid tert-butyl ester